N2-ethyl-6-phenyl-N4-(pyridin-4-yl)-1,3,5-triazine-2,4-diamine C(C)NC1=NC(=NC(=N1)NC1=CC=NC=C1)C1=CC=CC=C1